4-((4-(3-((tert-butoxycarbonyl)amino)phenoxy)-3-chlorophenyl)amino)-7-fluoro-1H-indole-2-carboxylic acid C(C)(C)(C)OC(=O)NC=1C=C(OC2=C(C=C(C=C2)NC2=C3C=C(NC3=C(C=C2)F)C(=O)O)Cl)C=CC1